3-(2-(trifluoro methyl)-10H-phenothiazin-10-yl)propyl 4-methylbenzenesulfonate CC1=CC=C(C=C1)S(=O)(=O)OCCCN1C2=CC=CC=C2SC=2C=CC(=CC12)C(F)(F)F